ONC(C[C@@H](CC1=CC2=CC=CC=C2C=C1)N1N=NC(=C1)CNC(=O)C1=CC2=C(OCO2)C=C1)=O N-[[1-[(1R)-3-(hydroxyamino)-1-(2-naphthylmethyl)-oxo-propyl]triazol-4-yl]methyl]-1,3-benzodioxole-5-carboxamide